ClC=1C=CC(=C(C1)C1=CC(=C(N=N1)SCCO)NC1=CC(=NC=N1)NC(=O)C1CC(C1)N1CCN(CC1)C)F N-(6-{[6-(5-chloro-2-fluorophenyl)-3-[(2-hydroxyethyl)sulfanyl]pyridazin-4-yl]amino}pyrimidin-4-yl)-3-(4-methylpiperazin-1-yl)cyclobutane-1-carboxamide